3-(n-butyl)-alanine C(CCC)C[C@H](N)C(=O)O